6-amino-9-[(4S)-1'-(azetidin-3-yl)-3,3-difluoro-[1,4'-bipiperidin]-4-yl]-7-(4-phenoxyphenyl)purin-8-one hydrochloride Cl.NC1=C2N(C(N(C2=NC=N1)[C@@H]1C(CN(CC1)C1CCN(CC1)C1CNC1)(F)F)=O)C1=CC=C(C=C1)OC1=CC=CC=C1